3-[4-(5-Cyclopropylcarbamoyl-4-fluoro-2-methyl-phenyl)-pyrazol-1-yl]-imidazo[1,2-a]pyridine-6-carboxylic acid methyl ester COC(=O)C=1C=CC=2N(C1)C(=CN2)N2N=CC(=C2)C2=C(C=C(C(=C2)C(NC2CC2)=O)F)C